1-(5-fluoro-2-methylphenyl)-3-(isoquinolin-4-yl)-2-oxoimidazolidine-4-carbonitrile FC=1C=CC(=C(C1)N1C(N(C(C1)C#N)C1=CN=CC2=CC=CC=C12)=O)C